C(C)C(C(=O)OCC(C)OC(C(CCCC)CC)=O)CCCC propylene glycol di-(2-ethylhexanoate)